C(=CCCCCCCCCCC)S(=O)(=O)O dodecenyl-sulfonic acid